ClC=1N=C(SC1)C(CNC(=O)C1=NOC(=C1)C1=C(C=C(C=C1)F)F)(C)C=1C=NN(C1)C N-[2-(4-chlorothiazol-2-yl)-2-(1-methylpyrazol-4-yl)propyl]-5-(2,4-difluorophenyl)isoxazole-3-carboxamide